6-(((2-(2,6-dioxopiperidin-3-yl)-1-oxoisoindolin-5-yl) methyl) amino)-2-azabicyclo[2.2.1]heptane-2-carboxylate O=C1NC(CCC1N1C(C2=CC=C(C=C2C1)CNC1CC2CN(C1C2)C(=O)[O-])=O)=O